O[C@@H]1[C@H](O)[C@@H](O)[C@H](O[C@H]2[C@H](O)[C@@H](O)[C@@H](O)[C@H](O2)CO)[C@H](O1)CO α-(D)-(+)-Lactose